C(CCC)[B-](C1=C(C(=C(C(=C1F)F)F)F)F)(C1=C(C(=C(C(=C1F)F)F)F)F)C1=C(C(=C(C(=C1F)F)F)F)F.C[NH+](C1=CC=CC=C1)C N,N-dimethylanilinium n-butyltris(pentafluorophenyl)borate